ClC=1C(=NC(=CC1N)C1=C(C(=C(C=C1)Cl)OC)F)C=1OC(=CN1)OCC 3-chloro-6-(4-chloro-2-fluoro-3-methoxyphenyl)-2-(5-ethoxyoxazol-2-yl)pyridin-4-amine